4-amino-3-[6-(2-isobutoxyphenyl)pyridine-3-ylazo]naphthalene NC1=C(C=CC2=CC=CC=C12)N=NC=1C=NC(=CC1)C1=C(C=CC=C1)OCC(C)C